1-[4-[(dimethylamino)methyl]phenyl]pyrazol-3-amine CN(C)CC1=CC=C(C=C1)N1N=C(C=C1)N